dodecyl-dimethyl-hexyl-ammonium chloride [Cl-].C(CCCCCCCCCCC)[N+](CCCCCC)(C)C